O[C@@H]1C[C@H](N(C1)C([C@H](C(C)(C)C)NC(CCCCCNC(C1=CN=CC=C1)=O)=O)=O)C(N[C@@H](C)C1=CC=C(C=C1)C1=C(N=CS1)C)=O N-(6-(((S)-1-((2S,4R)-4-hydroxy-2-(((S)-1-(4-(4-methylthiazol-5-yl)phenyl)ethyl)carbamoyl)pyrrolidin-1-yl)-3,3-dimethyl-1-oxobutan-2-yl)amino)-6-oxohexyl)nicotinamide